COC1=CC=C(C=C1)N1N=NC(=C1I)I 1-(p-methoxyphenyl)-4,5-diiodo-1,2,3-triazole